[1-(2-Dimethylaminoethylcarbamoyl)cyclobutyl]Carbamic acid tert-butyl ester C(C)(C)(C)OC(NC1(CCC1)C(NCCN(C)C)=O)=O